CC1=NC=CC(=C1)C1=CC(=NN1)NC=1N=C(C2=C(N1)C=C(O2)C2=CC=NC=C2)N2CCOCC2 N-[5-(2-methyl-4-pyridyl)-1H-pyrazol-3-yl]-4-morpholino-6-(4-pyridyl)furo[3,2-d]pyrimidin-2-amine